BrC=1C=C(C=CC1)O 3-bromophenol